alpha-methyl-3,4-methylenedioxystyrene CC(=C)C1=CC2=C(C=C1)OCO2